FC1=C(C(=CC=2SC(=CC21)C(CC(C(=O)O)(C)C)=O)OC)OCCCOC2=C(C1=C(SC(=C1)C(CC(C)(P(=O)(O)O)C)=O)C=C2OC)F 4-(4-Fluoro-5-(3-((4-fluoro-6-methoxy-2-(3-methyl-3-phosphonobutanoyl)benzo[b]thiophen-5-yl)oxy)propoxy)-6-methoxybenzo[b]thiophen-2-yl)-2,2-dimethyl-4-oxobutanoic acid